N,N-dimethyl-1-(2-(2-(1-methyl-1H-pyrazol-4-yl)ethoxy)-6-morpholinopyrimidin-4-yl)-3-phenyl-1H-pyrazole-5-carboxamide CN(C(=O)C1=CC(=NN1C1=NC(=NC(=C1)N1CCOCC1)OCCC=1C=NN(C1)C)C1=CC=CC=C1)C